1-methyl-pyrrolidone CIS-3-HEXENYL-HEXANOATE C(=C/CCCC)/C(CC(=O)O)CCC.CN1C(CCC1)=O